C(#CC)O[Si](OC)(OC)OC propynyloxytrimethoxysilane